tert-Butyl (S)-(4-(2-amino-3-(methoxy(methyl)amino)-3-oxopropoxy)benzyl)carbamate N[C@@H](COC1=CC=C(CNC(OC(C)(C)C)=O)C=C1)C(=O)N(C)OC